FC=1C=C(OC2CCN(CC2)C(CNC(=O)C=2N=CN(C2)C2=CC=CC=C2)=O)C=C(C1)C(F)(F)F 1-Phenyl-1H-imidazole-4-carboxylic acid {2-[4-(3-fluoro-5-trifluoromethyl-phenoxy)-piperidin-1-yl]-2-oxo-ethyl}-amide